N=1C=CN2C1C=CC(=C2)CNC(N)=O 3-{imidazo[1,2-a]pyridin-6-ylmethyl}urea